2,4-difluorobenzaldehyde oxime FC1=C(C=NO)C=CC(=C1)F